CC=CCCCCCCCCCCC β-Tetradecene